(2S,4R)-N-(3-chloro-2-fluorophenylmethyl)-1-(2-(4-chloro-5-cyano-7H-pyrrolo[2,3-d]pyrimidin-7-yl)acetyl)-4-fluoropyrrolidine-2-carboxamide ClC=1C(=C(C=CC1)CNC(=O)[C@H]1N(C[C@@H](C1)F)C(CN1C=C(C2=C1N=CN=C2Cl)C#N)=O)F